(R)-N-((R)-1-(7-fluoro-3-(3-formyl-1-methyl-1H-pyrazol-4-yl)-1-oxo-1,2-dihydroisoquinolin-5-yl)ethyl)-2-methylpropane-2-sulfinamide FC1=CC(=C2C=C(NC(C2=C1)=O)C=1C(=NN(C1)C)C=O)[C@@H](C)N[S@](=O)C(C)(C)C